N,N-diethyl-2,6-dihydroxy-3'-methyl-4-pentyl-[1,1'-biphenyl]-3-sulfonamide C(C)N(S(=O)(=O)C=1C(=C(C(=CC1CCCCC)O)C1=CC(=CC=C1)C)O)CC